C1CCC12CC(CC2)C(=O)O spiro[3.4]octane-6-carboxylic acid